2-(4-bromo-1H-pyrazole-1-yl)propionitrile BrC=1C=NN(C1)C(C#N)C